OC[C@@H]1CC(NC1)=O |r| Racemic-4-(hydroxymethyl)pyrrolidin-2-one